O=C(NCCOCCOCCOCCOCCOCCOCCOCCOCCOCCOCCOCCOCCC(=O)ON1C(CCC1=O)=O)[C@@](CCCCCCCCCCC(=O)OCC1=CC=CC=C1)(C(=O)OCC1=CC=CC=C1)CCCCCCCCCCC 41,51-Dibenzyl 1-(2,5-dioxopyrrolidin-1-yl) (R)-40-oxo-41-undecyl-3,6,9,12,15,18,21,24,27,30,33,36-dodecaoxa-39-azahenpentacontane-1,41,51-tricarboxylate